ClC1=C2C=CC(=NC2=C(C(=C1)Cl)O)C 5,7-dichloro-8-hydroxyquinaldine